FC(C1=C(C=CC2=C1[S@](C([C@@H]2F)(F)F)=O)OC=2C=C(C#N)C=C(C2)F)F 3-(((1R,3R)-7-(difluoromethyl)-2,2,3-trifluoro-1-oxido-2,3-dihydrobenzo[b]thiophen-6-yl)oxy)-5-fluorobenzonitrile